5-ethynyl-1-(2-(5-methyl-1-(pyridin-3-ylmethyl)-1H-pyrazol-4-yl)-2-oxoethyl)pyridin-2(1H)-one C(#C)C=1C=CC(N(C1)CC(=O)C=1C=NN(C1C)CC=1C=NC=CC1)=O